1,2,3,6-tetrahydropyridine-3-carbonitrile N1CC(C=CC1)C#N